CC1(C=2C=CC(=CC2C(CC1)(C)C)/C(=C/C1=CC=C(C(=O)O)C=C1)/C)C 4-[[E]-2-[5,6,7,8-tetrahydro-5,5,8,8-tetramethyl-2-naphthyl]-1-propenyl]benzoic acid